CC1=C(N=CO1)C(=O)Cl 5-methyl-oxazole-4-carbonyl chloride